Cl.C1(=CC=CC2=CC=CC=C12)N1CC=2C(=C(N=C(C2CC1)N1CCNCC1)N1CCNCC1)C#N 6-(naphthalen-1-yl)-1,3-di(piperazin-1-yl)-5,6,7,8-tetrahydro-2,6-naphthyridine-4-carbonitrile Hydrochloride